N1N=NN=C1C1=C(C=CC=C1)C1=CC=C(C=C1)CN1C(=NC2(C1=O)CCCC2)CCCCN 3-((2'-(1H-tetrazol-5-yl)-[1,1'-biphenyl]-4-yl)methyl)-2-(4-aminobutyl)-1,3-diazaspiro[4.4]non-1-en-4-one